C1(=CC=CC2=CC=CC=C12)N(C1=CC=2C(C3=CC(=CC=C3C2C=C1)N(C1=CC=CC=C1)C1=CC=CC2=CC=CC=C12)(CCCCCCCC)CCCCCCCC)C1=CC=CC=C1 N2,N7-bis(naphthalen-1-yl)-9,9-dioctyl-N2,N7-diphenyl-9H-fluorene-2,7-diamine